COC(C1=C(C(=CC=C1)[N+](=O)[O-])NCCOC)=O.FC(=C(C(C(C(F)(F)F)(F)F)(C(F)(F)F)F)C(F)(F)F)F perfluoro-2,3-dimethyl-pentene methyl-2-((2-methoxyethyl)amino)-3-nitrobenzoate